C[Si](C)(C)CC1=NC=CC=C1 2-(trimethylsilyl)methyl-pyridine